CC(CCCCCCC)=O 2-Nonanon